C1(CCC1)N1[C@H]2CN([C@@H](C1)C2)C=2C=CC(=C(C(=O)N[C@H](C)C1=CC(=CC(=C1)C=1C=NN(C1)C)OC)C2)C 5-[(1R,4R)-5-Cyclobutyl-2,5-diazabicyclo[2.2.1]heptan-2-yl]-N-[(1R)-1-[3-methoxy-5-(1-methylpyrazol-4-yl)phenyl]ethyl]-2-methyl-benzamide